N1C=NC(=C1)C[C@@H](C(=O)NC)NC(=O)C=1N=C(SC1)[C@H]1N(C[C@@H](C1)N)C(=O)C=1N=C2N(C=C(C=C2)Cl)C1 N-((S)-3-(1H-imidazol-4-yl)-1-(methylamino)-1-oxopropan-2-yl)-2-((2S,4R)-4-amino-1-(6-chloroimidazo[1,2-a]pyridine-2-carbonyl)pyrrolidin-2-yl)thiazole-4-carboxamide